P1(=O)(OC2=C(C=C(C=C2C(C)(C)C)C(C)(C)C)C(C2=C(C(=CC(=C2)C(C)(C)C)C(C)(C)C)O1)C(C)(C)CC(C)(C)C)[O-].[Na+] sodium 2,2'-tert-octylmethylenebis(4,6-di-tert-butylphenyl) phosphate